ClC=1C(=CC(=NC1)OC)C1=CC(=NN1)C(=O)N1CCC(CC1)C(=O)NCC1=NC=C(C=C1Cl)C(F)(F)F (5-(5-chloro-2-methoxypyridin-4-yl)-1H-pyrazole-3-carbonyl)-N-((3-chloro-5-(trifluoromethyl)pyridin-2-yl)methyl)piperidine-4-carboxamide